FC=1C=C(C=CC1)C1=CC=C(N=N1)NC(CCC(=O)N1C=2N(CCC1)N=C(C2)C)=O N-(6-(3-fluorophenyl)pyridazin-3-yl)-4-(2-methyl-6,7-dihydropyrazolo[1,5-a]pyrimidin-4(5H)-yl)-4-oxobutanamide